4-t-butyl-2-(α-methylbenzyl)phenol C(C)(C)(C)C1=CC(=C(C=C1)O)C(C1=CC=CC=C1)C